(1,3-ditolylimidazolin-2-ylidene)(tricyclohexylphosphine) ruthenium dichloride [Ru](Cl)Cl.C1(=C(C=CC=C1)N1C(N(CC1)C1=C(C=CC=C1)C)=C1C(CCCC1)P(C1CCCCC1)C1CCCCC1)C